2-[1-(3-iodo-6-methyl-4-oxo-2-phenyl-chromen-8-yl)ethylamino]benzoic acid tert-butyl ester C(C)(C)(C)OC(C1=C(C=CC=C1)NC(C)C=1C=C(C=C2C(C(=C(OC12)C1=CC=CC=C1)I)=O)C)=O